ClC1=NC=CC(=N1)NC1=CC(=NO1)C1=C(C=C(C=C1)OC)F N-(2-Chloropyrimidin-4-yl)-3-(2-fluoro-4-methoxyphenyl)isoxazol-5-amine